1-(3-(benzyloxy)-4-methoxybenzyl)-6,7-dimethoxy-2-methyl-1,2,3,4-tetrahydroisoquinoline C(C1=CC=CC=C1)OC=1C=C(CC2N(CCC3=CC(=C(C=C23)OC)OC)C)C=CC1OC